1-[(6-{3-azabicyclo[3.1.0]hex-3-yl}-2-methylpyridin-3-yl)methyl]-3-bromo-1H-pyrazole-4-carboxylic acid ethyl ester C(C)OC(=O)C=1C(=NN(C1)CC=1C(=NC(=CC1)N1CC2CC2C1)C)Br